C1(=CC=CC=C1)C(CC(C1=CNC2=CC=CC=C12)C1=CC=C(C=C1)C)=O 1-phenyl-3-p-tolyl-3-(1H-indol-3-yl)-1-propanone